NCC=1C=C(C=CC1O)C=1C=C2C(=NN(C2=CC1)C(C)C)COC1=C(C=CC=C1)CC(=O)O 2-(2-((5-(3-(aminomethyl)-4-hydroxyphenyl)-1-isopropyl-1H-indazol-3-yl)methoxy)phenyl)acetic acid